OC(C=1C=C2CNC(C2=CC1)=O)C1(CNC1)O 5-(hydroxy(3-hydroxyazetidin-3-yl)methyl)-1-oxoisoindoline